[I-].C1(CCCCC1)C(=O)OC(CC)[N+]1(CCC=C(C1)C1=NSN=C1OCCCCCC)C 1-(1-((Cyclohexanecarbonyl)oxy)propyl)-5-(4-(hexyloxy)-1,2,5-thiadiazol-3-yl)-1-methyl-1,2,3,6-tetrahydropyridin-1-ium iodide